5-Methyl-6-nitro-1H-indazole CC=1C=C2C=NNC2=CC1[N+](=O)[O-]